BrC1=CC(=CC=2SC(=CC21)C(=O)N)OC(C)C 4-Bromo-6-isopropoxybenzo[b]thiophene-2-carboxamide